N1(CC1)C1=CNC=2N=C(N=C(C21)OC=2C=C(C=CC2)NC(C=C)=O)NC2=CC(=C(C=C2)N2CCN(CC2)C)F N-(3-((5-(aziridin-1-yl)-2-((3-fluoro-4-(4-methylpiperazin-1-yl)phenyl)amino)-7H-pyrrolo[2,3-d]pyrimidin-4-yl)oxy)phenyl)acrylamide